(2E)-1-(4-phenylquinolin-3-yl)-3-(pyridin-2-yl)prop-2-en-1-one C1(=CC=CC=C1)C1=C(C=NC2=CC=CC=C12)C(\C=C\C1=NC=CC=C1)=O